C(C)C1=C(C#N)C=CC(=C1)OC1=NC=C(C=C1)N1C(NC2=C1C=CC=C2)=O 2-ethyl-4-[[5-(2-oxo-3H-benzimidazol-1-yl)-2-pyridinyl]oxy]benzonitrile